4-[[2-(1,3-benzothiazol-2-yl)-4-methyl-3,6-dioxo-1H-pyrazolo[4,3-c]pyridin-5-yl]methyl]benzoic acid S1C(=NC2=C1C=CC=C2)N2NC=1C(=C(N(C(C1)=O)CC1=CC=C(C(=O)O)C=C1)C)C2=O